CN(C)C1=CC=C(C(=O)C2=CC=CC=C2)C=C1 4-(N,N'-dimethyl-amino)benzophenone